4-bromo-6-(cyclopropylmethoxy)pyrazolo[1,5-a]Pyridine-3-carbonitrile BrC=1C=2N(C=C(C1)OCC1CC1)N=CC2C#N